C(C)(=O)OC1=CC=C(C=C1)C1C(CC1)C=1C=C2C=CC=NC2=CC1 4-(2-(Quinolin-6-yl)cyclobutyl)phenyl acetate